TRIDECANE-1,13-diol C(CCCCCCCCCCCCO)O